(R)-5-chloro-4-(cyclopentylmethoxy)-2-fluoro-N-((1-methoxypropan-2-yl)sulfonyl)-benzamide ClC=1C(=CC(=C(C(=O)NS(=O)(=O)[C@@H](COC)C)C1)F)OCC1CCCC1